3-((4-bromo-3-(4-cyano-3-fluorophenyl)-5-ethoxy-1H-pyrazol-1-yl)methyl)piperidine-1-carboxylic acid tert-butyl ester C(C)(C)(C)OC(=O)N1CC(CCC1)CN1N=C(C(=C1OCC)Br)C1=CC(=C(C=C1)C#N)F